C(C)(C)N1C(=NC(=C1)C(F)(F)F)C1=CC=C(CNNC(=O)[O-])C=C1 2-(4-(1-isopropyl-4-(trifluoromethyl)-1H-imidazol-2-yl)benzyl)hydrazine-1-carboxylate